N-(4-chlorophenyl)-2-(1H-imidazol-1-yl)isonicotinamide ClC1=CC=C(C=C1)NC(C1=CC(=NC=C1)N1C=NC=C1)=O